CN(C)\C=C/1\C(N(C(N1)O)CC1=CC(=CC=C1)OC)=O (5Z)-5-[(dimethylamino)methylene]-2-hydroxy-3-[(3-methoxyphenyl)methyl]imidazolin-4-one